FC(CC(C(=O)NC1=NC=CC(=C1)C1=C(C=2C(N(C(C(C2N1)C)C)C)=O)C1=CC=CC=C1)C1=CC=C(C=C1)F)F 4,4-Difluoro-2-(4-fluorophenyl)-N-{4-[5,6,7-trimethyl-4-oxo-3-phenyl-4,5,6,7-tetrahydro-1H-pyrrolo[3,2-c]pyridin-2-yl]pyridin-2-yl}butanamid